NC=1SC2=C(N1)C(=CC=C2F)C2=C(C=C1C(=NC(=NC1=C2F)OCC=2N(C[C@H](C2)F)C)N2CCN(CC2)C(C=C)=O)Cl 1-(4-(7-(2-amino-7-fluorobenzo[d]thiazol-4-yl)-6-chloro-8-fluoro-2-(((2S,4S)-4-fluoro-1-methylpyrrolin-2-yl)methoxy)quinazolin-4-yl)piperazin-1-yl)prop-2-en-1-one